1-methoxy-9-[2-(1-piperidinyl)ethyl]-5,6,7,8-tetrahydrocarbazole COC1=CC=CC=2C=3CCCCC3N(C12)CCN1CCCCC1